1-oxo-1,3-dihydro-inden O=C1CCC2=CC=CC=C12